C1(CC1)OC1=CC=C(C=C1)C1=NN=C(O1)N 5-(4-cyclopropoxyphenyl)-1,3,4-oxadiazol-2-amine